(R)-N-isopropyl-3-(isoxazolidin-3-yl)benzamide C(C)(C)NC(C1=CC(=CC=C1)[C@@H]1NOCC1)=O